7-((3R,4R)-4-ethoxy-3-(3-(trifluoromethyl)phenoxy)piperidin-1-yl)-4-methyl-2-(tetrahydro-2H-pyran-2-yl)-2,4-dihydro-5H-pyrazolo[4,3-b]pyridin-5-one C(C)O[C@H]1[C@@H](CN(CC1)C=1C=2C(N(C(C1)=O)C)=CN(N2)C2OCCCC2)OC2=CC(=CC=C2)C(F)(F)F